thiazolo[4,5-d]pyrimidine-7-thiol S1C=NC=2N=CN=C(C21)S